3-[6-(3,9-diazaspiro[5.5]undecan-3-yl)benzotriazol-1-yl]piperidine-2,6-dione C1CN(CCC12CCNCC2)C=2C=CC1=C(N(N=N1)C1C(NC(CC1)=O)=O)C2